FC=1C=C(C=CC1OC1=NC=CC(=N1)C)C=1C(=NC(=NC1)NC=1C=NN(C1)C)C=1C=C(C=CC1)C=CC(=O)[NH-] N-(3-(5-(3-Fluoro-4-((4-methylpyrimidin-2-yl)oxy)phenyl)-2-((1-methyl-1H-pyrazol-4-yl)amino)pyrimidin-4-yl)phenyl)acryloylamide